C(N)(=S)N\N=C(\CC(=O)OCC)/C1=CC=CC=C1 ethyl (Z)-3-(2-carbamothioylhydrazono)-3-phenylpropanoate